tert-butyl (4S)-4-[(1R)-1-hydroxyhex-5-enyl]-2,2-dimethyl-oxazolidine-3-carboxylate O[C@H](CCCC=C)[C@H]1N(C(OC1)(C)C)C(=O)OC(C)(C)C